2-((S)-3-carboxybutanoyl)-4,7-difluoro-6-methoxy-3-methylisoindolin C(=O)(O)[C@H](CC(=O)N1CC2=C(C(=CC(=C2C1C)F)OC)F)C